(naphthylphenyl)(diphenylfluorenyl)(dibenzofuranylphenyl)amine C1(=CC=CC2=CC=CC=C12)C1=C(C=CC=C1)N(C1=C(C=CC=C1)C1=CC=CC=2OC3=C(C21)C=CC=C3)C3=C(C(=CC=2C1=CC=CC=C1CC32)C3=CC=CC=C3)C3=CC=CC=C3